N-[2-methoxy-6-(trifluoromethyl)-3-pyridyl]-5-phenyl-1H-pyrrole-3-sulfonamide COC1=NC(=CC=C1NS(=O)(=O)C1=CNC(=C1)C1=CC=CC=C1)C(F)(F)F